2,3,4-tribromo-5-methyl-thiophene BrC=1SC(=C(C1Br)Br)C